[9-(2-carboxyphenyl)-6-diethylamino-3-xanthenylidene]diethylammonium chloride [Cl-].C(=O)(O)C1=C(C=CC=C1)C=1C2=CC=C(C=C2OC2=CC(C=CC12)=[N+](CC)CC)N(CC)CC